N1=C(N=CC=C1)N1CCNCC1 1-(2-pyrimidinyl)-piperazine